ClC=1C=CC2=C(C(C[C@@H](O2)C(=O)NC23CC(C2)(C3)C3=CN=C(O3)OCCOC(F)(F)F)=O)C1 (2R)-6-chloro-4-oxo-N-(3-{2-[2-(trifluoromethoxy)ethoxy]-1,3-oxazol-5-yl}bicyclo[1.1.1]pentan-1-yl)-3,4-dihydro-2H-1-benzopyran-2-carboxamide